[N+](=O)([O-])C=1C=C(C#N)C=CC1NC1CC(C1)C=1NC(C2=C(N1)CCSC2)=O (E)-3-nitro-4-(((1r,3r)-3-(4-oxo-3,5,7,8-tetrahydro-4H-thiopyrano[4,3-d]pyrimidin-2-yl)cyclobutyl)amino)benzonitrile